C1(CC1)C1=NN(C(=C1C(F)(F)F)C(=O)NC1=CC(=CC=C1)S(N)(=O)=O)CC1CCC(CC1)(F)F 3-cyclopropyl-1-((4,4-difluorocyclohexyl)methyl)-N-(3-sulfamoylphenyl)-4-(trifluoromethyl)-1H-pyrazole-5-carboxamide